5-(pyridin-2-yl)-1,3,4-thiadiazol-2-amine N1=C(C=CC=C1)C1=NN=C(S1)N